CC=1N=C2N(C(C1CNC[C@H]1NC(CC1)=O)=O)C=CC=C2 methyl-3-(((((S)-5-oxopyrrolidin-2-yl)methyl)amino)methyl)-4H-pyrido[1,2-a]pyrimidin-4-one